C(C1=CC=CC=C1)NCCC[Si](OC)(OC)OC N-benzyl-3-aminopropyltrimethoxysilane